C1(=C(C(=C(C(=C1)C(=O)O)C(=O)O)C(=O)O)C(=O)O)C(=O)O benzene-1,2,3,4,5-pentacarboxylic acid